N-(2-(1H-pyrazol-1-yl)benzyl)-2-chloro-7-(prop-1-en-2-yl)imidazo[2,1-f][1,2,4]triazin-4-amine N1(N=CC=C1)C1=C(CNC2=NC(=NN3C2=NC=C3C(=C)C)Cl)C=CC=C1